(R)-3-((1-cyclobutylpyrrolidin-2-yl)methyl)-5-fluoro-1H-indole C1(CCC1)N1[C@H](CCC1)CC1=CNC2=CC=C(C=C12)F